ethyl-dimethyl-propyl-ammonium methacrylate C(C(=C)C)(=O)[O-].C(C)[N+](CCC)(C)C